(Ra)-6-(1-((rac)-1-([1,1'-biphenyl]-4-yl)ethyl)-5-chloro-1H-indazole-7-carboxamido)spiro[3.3]heptane-2-carboxylic acid C1(=CC=C(C=C1)[C@@H](C)N1N=CC2=CC(=CC(=C12)C(=O)NC1CC2(CC(C2)C(=O)O)C1)Cl)C1=CC=CC=C1 |r|